2-amino-5-((((1S,4S,5R)-4,5-dihydroxycyclopent-2-en-1-yl)amino)methyl)-3,7-dihydro-4H-pyrrolo[2,3-d]pyrimidin-4-one NC=1NC(C2=C(N1)NC=C2CN[C@H]2C=C[C@@H]([C@@H]2O)O)=O